21-(1,2-Dithiolan-3-yl)-15-hexyl-6-(1-((5-((2-hexyldecyl)oxy)-5-oxopentanoyl)oxy)-2-methylpropan-2-yl)-5,8,12,17-tetraoxo-7,13,16-trioxa-4-azahenicosanoic acid S1SC(CC1)CCCCC(OC(COC(CCCC(OC(C(NCCC(=O)O)=O)C(COC(CCCC(=O)OCC(CCCCCCCC)CCCCCC)=O)(C)C)=O)=O)CCCCCC)=O